dimethylcyclohexylamine HBr Br.CN(C1CCCCC1)C